(trimethoxysilylpropyl)-(trimethoxysilylpropoxycarbonylethyl)amine CO[Si](OC)(OC)CCCNCCC(=O)OCCC[Si](OC)(OC)OC